FC(OC1=CC=C(C=N1)C1=CN=CC(=N1)C(=O)N/N=C/C1=C(C(=CC(=C1)OC)O)F)F (E)-6-(6-(difluoromethoxy)pyridin-3-yl)-N'-(2-fluoro-3-hydroxy-5-methoxybenzylidene)pyrazine-2-carbohydrazide